FC(C=1C(=C(C=CC1)[C@@H](C)NC=1C=2C(N=C(N1)C)=C(C(N(C2)C2(CC2)CF)=O)N2CCN(CC2)CC2COC2)F)F (R)-4-((1-(3-(difluoromethyl)-2-fluorophenyl)ethyl)amino)-6-(1-(fluoromethyl)cyclopropyl)-2-Methyl-8-(4-(oxetan-3-ylmethyl)piperazin-1-yl)pyrido[4,3-d]pyrimidin-7(6H)-one